(+/-)-N5-((1R,5S,6r)-3-Oxabicyclo[3.1.0]hexan-6-yl)-3-(1H-indol-4-yl)-N7-methyl-2,3-dihydrobenzofuran-5,7-dicarboxamide [C@H]12COC[C@@H]2C1NC(=O)C=1C=C(C2=C(C(CO2)C2=C3C=CNC3=CC=C2)C1)C(=O)NC